FC1=CC=C(C=C1)S(=O)(=O)NC1=CC=C(C=C1)B(O)O [4-(4-Fluorobenzenesulfonamido)phenyl]boronic acid